Cl.CC1=NC2=C(N1)C=C(C=C2C)C2=CC1=C(N=C(S1)C1CCNCC1)C=C2 6-(2,4-dimethyl-1H-benzimidazol-6-yl)-2-(piperidin-4-yl)-1,3-benzothiazole hydrochloride